2-fluorocyclobutan-1-amine hydrochloride Cl.FC1C(CC1)N